C(C(C)C)C(C(=O)N)=CC=CCCCCCCC=CCCCCC Isobutyl-2,4,12-octadecatrienamide